CN1C(=CC=2C1=NC(=CN2)N2CC(CCC2)COC2=C(C=CC=C2)C)C2CCN(CC2)C(C)=O 1-(4-(5-methyl-3-(3-((o-tolyloxy)methyl)piperidin-1-yl)-5H-pyrrolo[2,3-b]pyrazin-6-yl)piperidin-1-yl)ethan-1-one